Cl.CC=1C=CC(=C2C=CC=NC12)N1C[C@@H](C[C@@H](C1)C(F)(F)F)N (3R,5S)-1-(8-methyl-quinolin-5-yl)-5-trifluoromethyl-piperidin-3-ylamine hydrochloride